CC1(C(C(=CC2(CN(C2)C(=O)C=2C(OC3=C(C2)C=CC=C3)=O)C1)C#N)=O)C 8,8-dimethyl-7-oxo-2-(2-oxo-2H-1-benzopyran-3-carbonyl)-2-azaspiro[3.5]non-5-ene-6-carbonitrile